CN(C=1C(C2=C(N=C(N=C2)N2CC3CN(CC3C2)C)N2C1SC1=C2C=CC=C1)=O)C1=CC=NC=C1 6-(methyl(pyridin-4-yl)amino)-2-(5-methylhexahydropyrrolo-[3,4-c]pyrrol-2(1H)-yl)-5H-benzo[4',5']thiazolo[3',2':1,6]pyrido[2,3-d]-pyrimidin-5-one